C(#N)C1=C(SC2=C1C(=NC=C2F)C=2C1=C(C=3C=NC(=NC3C2F)N2C3(CC3)C(CC2)N(C)C)COC1)NC(OC(C)(C)C)=O tert-Butyl (3-cyano-4-(3-(7-(dimethylamino)-4-azaspiro[2.4]heptan-4-yl)-5-fluoro-7,9-dihydrofuro[3,4-f]quinazolin-6-yl)-7-fluorothieno[3,2-c]pyridin-2-yl)carbamate